CC(CCC(C=1N=NNN1)NC1=NC=NC2=CC(=CC=C12)Br)(C)C [4,4-dimethyl-1-(2H-tetraazol-5-yl)pentyl](7-bromo-4-quinazolinyl)amine